lithium valerate C(CCCC)(=O)[O-].[Li+]